((tert-butyldimethylsilyl)oxy)butan-1-ol [Si](C)(C)(C(C)(C)C)OC(CCC)O